3-([1,1'-biphenyl]-4-yl)-1-(N-methyl-pyrrol-2-yl)propan-1-one Hydroxyethyl-Salicylate OCCOC=1C(C(=O)O)=CC=CC1.C1(=CC=C(C=C1)CCC(=O)C=1N(C=CC1)C)C1=CC=CC=C1